(R,S)-4-((3-Methoxypyridin-4-yl)((4-oxochroman-7-yl)oxy)methyl)benzamide COC=1C=NC=CC1[C@@H](C1=CC=C(C(=O)N)C=C1)OC1=CC=C2C(CCOC2=C1)=O